N-ethyl-N-(2-(4-methoxy-1H-indol-3-yl)ethyl)propan-2-amine C(C)N(C(C)C)CCC1=CNC2=CC=CC(=C12)OC